C(=CCC)C(C(N)C=CCC)N 1,2-Dibutenyl-ethylenediamine